2-benzopyran-6-carboxylic acid C1OC=CC2=C1C=CC(=C2)C(=O)O